FC=1C=C(C=CC1F)C1=C(C=CC(=N1)C1=NC2=CC=CC=C2C=N1)C 2-[6-(3-fluoro-4-fluorophenyl)-5-methylpyridin-2-yl]quinazoline